C(C)OC(CC\C=C\[C@@H](C)[C@H]1CC[C@H]2C(CCC([C@H]12)C)O[Si](C)(C)C(C)(C)C)=O (6R,E)-6-((1R,3aR,7aR)-4-((tert-butyldimethylsilyl)oxy)-7-methyl-octahydro-1H-inden-1-yl)hept-4-enoic acid ethyl ester